2-(3-((tetrahydro-2H-pyran-2-yl)oxy)benzyl)-4,6-dihydropyrrolo[3,4-c]pyrazole-5(2H)-carboxylic acid tert-butyl ester C(C)(C)(C)OC(=O)N1CC2=NN(C=C2C1)CC1=CC(=CC=C1)OC1OCCCC1